C(C)(C)(C)NC(=O)C1=NC=C(C=C1)F N-(t-butyl)-5-fluoropyridineformamide